prenylmethyl ether C(C=C(C)C)OC